C(C)(C)(C)NC1=NC(=NC=C1C(=O)N)N[C@@H]1C[C@H](CCC1)O 4-(tert-butylamino)-2-((1S,3S)-3-hydroxycyclohexylamino)pyrimidine-5-carboxamide